CN1C=NC(=C1)S(=O)(=O)N1CCC(CC1)NC1=NC=C(C(=N1)C=1SC(=CN1)C(C)O)C(F)(F)F 1-(2-(2-((1-((1-methyl-1H-imidazol-4-yl)sulfonyl)piperidin-4-yl)amino)-5-(trifluoromethyl)-pyrimidin-4-yl)thiazol-5-yl)ethan-1-ol